5-(benzylamino)-6-chloro-2-(2-hydroxy-2-methyl-propyl)pyridazin-3-one C(C1=CC=CC=C1)NC1=CC(N(N=C1Cl)CC(C)(C)O)=O